ClCCCCCOC1=CC=C(C(=O)N[C@@H](CCCCN)C(=O)O)C=C1 4-(5-chloropentyloxy)benzoyl-L-lysine